(E)-1-(5-chloro-2-hydroxyphenyl)-3-(dimethylamino)prop-2-en-1-one ClC=1C=CC(=C(C1)C(\C=C\N(C)C)=O)O